Cl.BrC1=CC(=NC=C1)C(=O)C1=C(C=CC=C1)NC(C(=O)O)CCC=O ((4-bromo-2-picolinoylphenyl)-amino)-5-oxopentanoate hydrochloride